(R)-N-methoxy-N-methylpiperidine-3-carboxamide HCl salt Cl.CON(C(=O)[C@H]1CNCCC1)C